2-Methoxy-N-(5-oxo-5,6,7,8-tetrahydro-1,6-naphthyridin-3-yl)-5-(1-(pyridin-4-yl)-1H-pyrazol-4-yl)benzenesulfonamide COC1=C(C=C(C=C1)C=1C=NN(C1)C1=CC=NC=C1)S(=O)(=O)NC=1C=NC=2CCNC(C2C1)=O